methyl 3-(benzyloxy)-6-bromopyridinecarboxylate C(C1=CC=CC=C1)OC=1C(=NC(=CC1)Br)C(=O)OC